2-(3,5-Dichloro-1H-indazol-4-yl)-1-[(1S,3R)-3-(hydroxymethyl)-1-methyl-5-(1-methylpyrazol-4-yl)-3,4-dihydro-1H-isochinolin-2-yl]ethanon ClC1=NNC2=CC=C(C(=C12)CC(=O)N1[C@H](C2=CC=CC(=C2C[C@@H]1CO)C=1C=NN(C1)C)C)Cl